ClC1=C(NC(=C1Cl)C)C(=O)NC1=C(C=C(C=C1)C(=O)NN)OC(C)C 3,4-dichloro-N-(4-(hydrazinecarbonyl)-2-isopropoxyphenyl)-5-methyl-1H-pyrrole-2-carboxamide